NC1=NC=C2N(C(N(C2=N1)[C@@H]1O[C@@H](C[C@H]1O)CO)=O)CC#C 2-amino-9-((2r,3r,5s)-3-hydroxy-5-(hydroxymethyl)tetrahydrofuran-2-yl)-7-(prop-2-yn-1-yl)-7,9-dihydro-8H-purin-8-one